ClC1=CC(=C(N=N1)C(=O)NC)NC1=CC=CC2=C1OCC=1C2=NN(C1)C 6-chloro-N-methyl-4-({2-methyl-2H,4H-chromeno[4,3-c]pyrazol-6-yl}amino)pyridazine-3-carboxamide